N1C=CC=2C1=CN=CC2OB(O)O (1H-pyrrolo[2,3-c]pyridin-4-yl)boric acid